5-{[2-(2-cyano-4-fluorophenyl)-2-azaspiro[3.3]heptan-6-yl]oxy}-2'-ethoxy-N-(4,4,4-trifluoro-1-hydroxybutan-2-yl)-[2,3'-bipyridine]-6-carboxamide C(#N)C1=C(C=CC(=C1)F)N1CC2(C1)CC(C2)OC=2C=CC(=NC2C(=O)NC(CO)CC(F)(F)F)C=2C(=NC=CC2)OCC